benzil C1(=CC=CC=C1)C(=O)C(=O)C1=CC=CC=C1